2-((5-(4-chloro-2-fluoro-phenyl)-3-methyl-triazol-4-yl)methyl)-5-((2S)-2-methylmorpholin-4-yl)pyridazin-3-one ClC1=CC(=C(C=C1)C1=C(N(N=N1)C)CN1N=CC(=CC1=O)N1C[C@@H](OCC1)C)F